N-(5-(7-(3,3-difluoroazetidin-1-yl)-[1,2,4]triazolo[1,5-a]pyridin-2-yl)-8-(methylamino)-2,7-naphthyridin-3-yl)cyclopropanecarboxamide FC1(CN(C1)C1=CC=2N(C=C1)N=C(N2)C2=C1C=C(N=CC1=C(N=C2)NC)NC(=O)C2CC2)F